iron-cobalt-silicon [Si].[Co].[Fe]